7-((3-Chloro-4-methoxypyridin-2-yl)oxy)-2-azaspiro[3.5]nonan ClC=1C(=NC=CC1OC)OC1CCC2(CNC2)CC1